(2-chloro-3-methoxyphenyl)-[(3S,9aS)-3-[4-(difluoromethyl)-5-fluoro-2-pyridyl]-3,4,6,7,9,9a-hexahydro-1H-pyrazino[2,1-c][1,4]oxazin-8-yl]methanone ClC1=C(C=CC=C1OC)C(=O)N1C[C@H]2CO[C@@H](CN2CC1)C1=NC=C(C(=C1)C(F)F)F